S1C(=NC2=C1C=CC=C2)NC(=O)C=2C=CC=C1CCN(CC21)C2=CC=C(C(=N2)C(=O)OC(C)(C)C)C=2C=NN(C2)CC2C1CC3CC(CC2C3)C1 tert-butyl 6-[8-(1,3-benzothiazol-2-ylcarbamoyl)-3,4-dihydroisoquinolin-2(1H)-yl]-3-[1-(tricyclo[3.3.1.13,7]dec-2-ylmethyl)-1H-pyrazol-4-yl]pyridine-2-carboxylate